3-sulfo-1,8-naphthalenedicarboxylic anhydride S(=O)(=O)(O)C=1C=C2C3=C(C=CC=C3C1)C(=O)OC2=O